N[C@H](C(=O)N)CN1N=NC=C1 (S)-2-amino-3-(1H-1,2,3-triazol-1-yl)propanamide